C1=CC=CC=2C3=CC=CC=C3C(C12)COC(=O)NCC(=O)NCOCC(=O)OCC1=CC=CC=C1 Benzyl [({N-[(9H-fluoren-9-ylmethoxy)carbonyl]glycyl}amino)methoxy]acetate